COC=1C=C(C=CC1)C1(CC1)NCC(=O)N1CC2CCC(C1)N2 3-((1-(3-methoxyphenyl)cyclopropYl)glycyl)-3,8-diazabicyclo[3.2.1]octan